N-((1H-benzo[d]imidazol-6-yl)methyl)-N-(3-methoxybenzyl)-2-(piperidin-1-ylmethyl)pyridin-4-amine N1C=NC2=C1C=C(C=C2)CN(C2=CC(=NC=C2)CN2CCCCC2)CC2=CC(=CC=C2)OC